ClC1=C(S(=O)(=O)O)C=C(C(=C1)N)Cl 2,5-dichlorosulfanilic acid